1-(7-butylundecyl) 13-undecyl 7-azidotridecanedioate N(=[N+]=[N-])C(CCCCCC(=O)OCCCCCCC(CCCC)CCCC)CCCCCC(=O)OCCCCCCCCCCC